tert-Butyl 2-(2,2-difluorobenzo[d][1,3]dioxol-5-yl)-7-azaspiro[3.5]nonane-7-carboxylate FC1(OC2=C(O1)C=CC(=C2)C2CC1(C2)CCN(CC1)C(=O)OC(C)(C)C)F